CC=1C=C(C=CC1)P(C1=CC=CC=C1)(C1=CC=CC=C1)=O 3-methylphenyl-diphenyl-phosphorus oxide